(S)-3-((S)-3-(hydroxymethyl)-6-oxo-3,4,6,8-tetrahydro-[1,4]oxazino[2,3-f]isoindol-7(2H)-yl)piperidine-2,6-dione OC[C@@H]1NC=2C(=CC=3CN(C(C3C2)=O)[C@@H]2C(NC(CC2)=O)=O)OC1